N,N-diethyl-N-[3-trimethylsilylpropyl]hexadecylammonium bromide [Br-].C(C)[N+](CCC[Si](C)(C)C)(CC)CCCCCCCCCCCCCCCC